OC1N(CCC2=CC=3OCOC3C=C2C(CC=2C=CC=3OCOC3C12)=O)C 16-Hydroxy-15-methyl-7,9,19,21-tetraoxa-15-azapentacyclo[15.7.0.04,12.06,10.018,22]tetracosa-1(17),4,6(10),11,18(22),23-hexaen-3-one